O=C(CCCCCCCCCC(C)C)O oxoisotridecyl alcohol